NN1C(=NC(=C1C(=O)N)C1=CC=C(C=C1)C(NC1=NC=CC(=C1)OC)=O)[C@H]1NCCC1 (S)-1-amino-4-(4-((4-methoxypyridin-2-yl)carbamoyl)phenyl)-2-(pyrrolidin-2-yl)-1H-imidazole-5-carboxamide